2-((1-tert-butyl-1H-pyrazol-4-yl)amino)-4-((3-methylbut-3-en-1-yl)amino)pyrimidin-5-carboxamide C(C)(C)(C)N1N=CC(=C1)NC1=NC=C(C(=N1)NCCC(=C)C)C(=O)N